(4-(acryloyloxy)phenyl)dimethyl-sulfonium trifluoromethanesulfonate FC(S(=O)(=O)[O-])(F)F.C(C=C)(=O)OC1=CC=C(C=C1)[S+](C)C